OCC1CCC(CC1)N1N=C2C=C(C(=CC2=C1)N1C(C=CC=C1C(C)(C)O)C(=O)N)OC 1-N-(2-((1r,4r)-4-(Hydroxymethyl)cyclohexyl)-6-methoxy-2H-indazol-5-yl)-6-(2-hydroxypropan-2-yl)picolinamide